ClC=1C(=C(C=C(C1)Cl)O)C 3,5-dichloro-2-methylphenol